C(C)OC=C(C#N)C#N alpha-(ethoxymethylene)malononitrile